6-trifluoromethoxy-imidazo[1,2-a]pyridine FC(OC=1C=CC=2N(C1)C=CN2)(F)F